2-(5-(2-fluoro-6-(2H-1,2,3-triazol-2-yl)benzoyl)hexahydropyrrolo[3,4-c]pyrrol-2(1H)-yl)-5,6,7,8-tetrahydroquinazolin-4(3H)-one FC1=C(C(=O)N2CC3C(C2)CN(C3)C3=NC=2CCCCC2C(N3)=O)C(=CC=C1)N1N=CC=N1